(Bis((4-bromo-2-pyridyl)methyl)amino)-N-(2,6-dimethylphenyl)acetamide BrC1=CC(=NC=C1)CN(CC1=NC=CC(=C1)Br)CC(=O)NC1=C(C=CC=C1C)C